C(C)(C)N1CC2=CC(=CC=C2CC1)CN1N=C(C(=C1)C(=O)N)COC 1-[(2-isopropyl-3,4-dihydro-1H-isoquinolin-7-yl)methyl]-3-(methoxymethyl)pyrazole-4-carboxamide